CC[C@H](C)[C@@H](C(=O)O)NC(=O)C[C@H]1CCC(=O)C1C/C=C\\CCO The molecule is an L-isoleucine derivative resulting from the formal condensation of the carboxy group of (3R)-12-hydroxyjasmonic acid with the amino group of L-isoleucine. It is a N-acyl-L-alpha-amino acid, a L-isoleucine derivative, a fatty amide and a homoallylic alcohol. It is a conjugate acid of a N-[(3R)-12-hydroxyjasmonyl]-L-isoleucinate.